2-methacryloylthio-n-propylthio-5-isopropylthio-1,3,4-thiadiazole C(C(=C)C)(=O)SC(CSC=1SC(=NN1)SC(C)C)C